N1(CCOCC1)CCCNC(=O)C1=CC2=C(N=CN2)C=C1 benzoimidazole-5-carboxylic acid (3-morpholin-4-yl-propyl)-amide